C(C1=CC=CC=C1)OC(CCC(N[C@@H](CNC(OCC[Si](C)(C)C)=O)CO)=O)=O Benzyl-(9S)-9-(hydroxymethyl)-2,2-dimethyl-6,11-dioxo-5-oxa-7,10-diaza-2-silatetradecane-14-oate